FC(CN1C(=NC2=C1C=CC=C2C2=CC=C(C=C2)C(=O)N2CCOCCC2)C(F)(F)F)F (4-(1-(2,2-difluoroethyl)-2-(trifluoromethyl)-1H-benzimidazol-4-yl)phenyl)(1,4-oxazepan-4-yl)methanone